2-(7-(phenanthren-9-yl)tetraphen-12-yl)dibenzo[b,d]furan C1=CC=CC=2C3=CC=CC=C3C(=CC12)C=1C2=CC=C3C=CC=CC3=C2C(=C2C=CC=CC12)C1=CC2=C(OC3=C2C=CC=C3)C=C1